tert-butyl (R)-2-(((1-(difluoromethyl)-5-(2-((2,6-dimethylpyrimidin-4-yl)amino)pyrazolo[1,5-a]pyridin-5-yl)-1H-pyrazol-4-yl)oxy)methyl)azetidine-1-carboxylate FC(N1N=CC(=C1C1=CC=2N(C=C1)N=C(C2)NC2=NC(=NC(=C2)C)C)OC[C@@H]2N(CC2)C(=O)OC(C)(C)C)F